1-(2-bromobenzyl)guanidine BrC1=C(CNC(=N)N)C=CC=C1